4-[[3-(4-methoxyphenyl)imidazo[1,2-a]pyrazin-8-yl]amino]-2-methyl-N-[2-(2-piperazin-1-ylethoxy)ethyl]benzamide COC1=CC=C(C=C1)C1=CN=C2N1C=CN=C2NC2=CC(=C(C(=O)NCCOCCN1CCNCC1)C=C2)C